trans-tert-butyl 2-(2-chloro-6-(6-(methylcarbamoyl)pyrimidin-4-yl)pyridin-4-yl)-6-((S)-1-hydroxyethyl)morpholine-4-carboxylate ClC1=NC(=CC(=C1)[C@@H]1CN(C[C@H](O1)[C@H](C)O)C(=O)OC(C)(C)C)C1=NC=NC(=C1)C(NC)=O